(8R,9aS)-8-(2,3-dichloro-6-hydroxyphenyl)-2-(2-hydroxyacetyl)-4-methyl-hexahydro-1H-pyrrolo[1,2-a][1,4]diazepin-5-one ClC1=C(C(=CC=C1Cl)O)[C@H]1C[C@@H]2N(C(C(CN(C2)C(CO)=O)C)=O)C1